COC=1SC2=C(N1)C(C1(CCNCC1)C2)N 2-methoxy-4,6-dihydrospiro[cyclopenta[d]thiazole-5,4'-piperidine]-4-amine